OC1=NC=NC(=C1[N+](=O)[O-])O 4,6-dihydroxy-5-nitropyrimidine